CN(CCCCN)C N1,N1-dimethyl-butane-1,4-diamine